C(C)(C)(C)OC(=O)N1[C@]2(CNC[C@@H]1CC2)CS(=O)(=O)C.Cl[Zn]C2=C(C=CC=C2F)F Chloro-(2,6-difluorophenyl)zinc tert-butyl-(1R,5S)-1-[(methanesulfonyl)methyl]-3,8-diazabicyclo[3.2.1]octane-8-carboxylate